N,N-diethylethanamine hydrochloride Cl.C(C)N(CC)CC